C(#N)C1=CC(=C(C=N1)OC1=CC(=C2C(=N1)N(C=N2)C)NC2=CC=C(C(=N2)C)C(=O)O)C 6-[[5-[(6-cyano-4-methyl-3-pyridyl)oxy]-3-methyl-imidazo[4,5-b]pyridin-7-yl]amino]-2-methyl-pyridine-3-carboxylic acid